COCCNC(=O)C1=CC2=C(N(C(=N2)NC=2SC3=C(N2)C=CC(=C3)OC=3C=NC=CC3)CC)C=C1 1-Ethyl-2-[6-(pyridin-3-yloxy)-benzothiazol-2-ylamino]-1H-benzoimidazole-5-carboxylic acid (2-methoxy-ethyl)-amide